Benzyl (S)-2-(((S)-1-(((S)-1-(((S)-1-amino-3-methyl-1-oxobutan-2-yl)amino)-5-(tert-butoxy)-1,5-dioxopentan-2-yl)amino)-4-methyl-1-oxopentan-2-yl)carbamoyl)pyrrolidine-1-carboxylate NC([C@H](C(C)C)NC([C@H](CCC(=O)OC(C)(C)C)NC([C@H](CC(C)C)NC(=O)[C@H]1N(CCC1)C(=O)OCC1=CC=CC=C1)=O)=O)=O